5-amino-N-{2-[3-(ethylamino)-4-(fluoromethyl)pyrrolidin-1-yl]-5,6,7,8-tetrahydroquinolin-6-yl}-2-methylthieno[2,3-d]pyrimidine-6-carboxamide NC1=C(SC=2N=C(N=CC21)C)C(=O)NC2CC=1C=CC(=NC1CC2)N2CC(C(C2)CF)NCC